5-cyclopropyl-3-isopropyl-N-(piperidin-4-yl)pyrazolo[1,5-a]pyrimidine-7-amine C1(CC1)C1=NC=2N(C(=C1)NC1CCNCC1)N=CC2C(C)C